rac-N-((3S,4S)-3-(4-chlorophenyl)-4-fluoropyrrolidin-3-yl)-4-(trifluoromethoxy)benzene-sulfonamide ClC1=CC=C(C=C1)[C@@]1(CNC[C@@H]1F)NS(=O)(=O)C1=CC=C(C=C1)OC(F)(F)F |r|